C(C)OC=1C=C(C=CC1OC)[C@@H](CS(=O)(=O)C)N1C(C2=CC=CC(=C2C1=O)NC(CCCCCCCCCCCNC(OCC1=CC=CC=C1)=O)=O)=O (S)-benzyl (12-((2-(1-(3-ethoxy-4-methoxyphenyl)-2-(methylsulfonyl)ethyl)-1,3-dioxoisoindolin-4-yl)amino)-12-oxododecyl)-carbamate